2,2,6,6-tetramethylpiperidine lithium [Li].CC1(NC(CCC1)(C)C)C